OC1=C(C=CC=C1)C=1N=NC2=CC=C(C=C2C1)N1CCN(CC1)C1=NC=C(C=N1)C1=NOC(=C1)C(C(=O)OC)C(C)C methyl 2-(3-(2-(4-(3-(2-hydroxyphenyl)cinnolin-6-yl)piperazin-1-yl)pyrimidin-5-yl)isoxazol-5-yl)-3-methylbutanoate